methyl 3-(9-((4-(((tert-butoxycarbonyl)amino)methyl)phenyl)carbamoyl)-4,5-dihydrobenzo[b]thieno[2,3-d]oxepin-8-yl)-6-((4-methylpentan-2-yl)carbamoyl)picolinate C(C)(C)(C)OC(=O)NCC1=CC=C(C=C1)NC(=O)C1=CC2=C(OCCC3=C2SC=C3)C=C1C=1C(=NC(=CC1)C(NC(C)CC(C)C)=O)C(=O)OC